N-(2-chloro-5-(trifluoromethyl)pyrimidin-4-yl)benzo[d]thiazol-2-amine ClC1=NC=C(C(=N1)NC=1SC2=C(N1)C=CC=C2)C(F)(F)F